FC(OC1=CC(=C(C=C1)N1N=C(C(C1=O)C(=O)OC1=CC=C(C=C1)[N+](=O)[O-])C)F)F 4-nitrophenyl 1-(4-(difluoromethoxy)-2-fluorophenyl)-3-methyl-5-oxo-4,5-dihydro-1H-pyrazole-4-carboxylate